C(CC)N(C=1C=CC(=C(C1)N1/C(/SCC1=O)=N/C(=O)NC1=C(C=C(C=C1)C1=NN(C=N1)C1=CC=C(C=C1)OC(F)(F)F)C)C(C)C)CCC (Z)-1-(3-(5-(dipropylamino)-2-isopropylphenyl)-4-oxothiazolidin-2-ylidene)-3-(2-methyl-4-(1-(4-(trifluoromethoxy)phenyl)-1H-1,2,4-triazol-3-yl)phenyl)urea